[Si](C1=CC=CC=C1)(C1=CC=CC=C1)(C(C)(C)C)OCC[C@H]1[C@H](CCCC1)OC1=C(C=CC(=C1)C)S(=O)(=O)N1[C@@H](CCC1)C(=O)OC(C)(C)C |o1:20,21| tert-Butyl ((2-(((1S*,2S*)-2-(2-((tert-butyldiphenylsilyl)oxy)ethyl)cyclohexyl)oxy)-4-methylphenyl)sulfonyl)-L-prolinate